CC1(C2(C(CC1CC2)=O)CS(=O)(=O)\C=C\C(C2=CC=CC=C2)=O)C (E)-7,7-dimethyl-1-(((3-oxo-3-phenylprop-1-en-1-yl)sulfonyl)methyl)bicyclo[2.2.1]heptane-2-one